[Na+].C(SCC)([O-])=S.[Na+].C(C)SC([O-])=S sodium ethyl dithiocarbonate sodium